ethyl 2-(8-(but-3-en-1-yloxy)imidazo[1,2-a]pyrazin-6-yl)oxazole-5-carboxylate C(CC=C)OC=1C=2N(C=C(N1)C=1OC(=CN1)C(=O)OCC)C=CN2